(2S,5'R)-7-chloro-1'-methoxy-5'-methyl-3,3'-dioxo-4-(2-tetrahydropyran-2-yloxyethoxy)spiro[benzofuran-2,6'-cyclohexene]-6-carboxylic acid [(Z)-1-aminoethylideneamino] ester N\C(\C)=N/OC(=O)C1=C(C2=C(C([C@@]3([C@@H](CC(C=C3OC)=O)C)O2)=O)C(=C1)OCCOC1OCCCC1)Cl